C1(CC1)C(C(=O)NC1=CC(=C(C=C1)B1OC(C(O1)(C)C)(C)C)OC)=C 2-Cyclopropyl-N-(3-methoxy-4-(4,4,5,5-tetramethyl-1,3,2-dioxaborolan-2-yl)phenyl)acrylamide